CC1=CC=CC(=N1)C1=NNC=C1C1=NC2=CC(=CN=C2C=C1)C=1C=NNC1 2-[3-(6-methyl-2-pyridyl)-1H-pyrazol-4-yl]-7-(1H-pyrazol-4-yl)-1,5-naphthyridine